OC1=C(C=CC(=C1)C(C)C)N1N=C2CCN(CC3C2=C1CCN3)C(C=C)=O 1-(2-(2-hydroxy-4-isopropylphenyl)-2,3,4,5,5a,6,8,9-octahydro-7H-1,2,5,7-tetraazabenzo[cd]azulen-7-yl)prop-2-en-1-one